(9-ethyl-2-(1-methyl-2-(3-methylbenzylidene)hydrazino)-8-(pyridin-4-yl)-9H-purin-6-yl)morpholine C(C)N1C2=NC(=NC(=C2N=C1C1=CC=NC=C1)N1CCOCC1)N(N=CC1=CC(=CC=C1)C)C